2-chloro-N-(5-(4-chlorophenyl)thiazolo[5,4-b]pyridin-2-yl)-6-cyanonicotinamide ClC1=C(C(=O)NC=2SC3=NC(=CC=C3N2)C2=CC=C(C=C2)Cl)C=CC(=N1)C#N